2,2-difluoro-N-(2-hydroxyphenyl)benzo[d][1,3]dioxole-5-carboxamide FC1(OC2=C(O1)C=CC(=C2)C(=O)NC2=C(C=CC=C2)O)F